tolyltriazole-amidoxime C1(=C(C=CC=C1)C1=C(N=NN1)C(N)=NO)C